FC1=C(C=CC=C1)C1=NC(=NC(=N1)NC=1C=NC=C(C1)F)NC1C2COCC12 (2-fluoro-phenyl)-N-(5-fluoro-pyridin-3-yl)-N'-(3-oxa-bicyclo[3.1.0]hex-6-yl)-[1,3,5]triazine-2,4-diamine